BrC1=CC=CC(=N1)NC(=O)[C@H]1N([C@@H]2C[C@@H]2C1)C(CN1N=C(C2=CC(=CC=C12)C=1C=NC(=NC1)C)[C@H](C)O)=O (1R,3S,5R)-N-(6-Bromopyridin-2-yl)-2-(2-(3-((S)-1-hydroxyethyl)-5-(2-methylpyrimidin-5-yl)-1H-indazol-1-yl)acetyl)-2-azabicyclo(3.1.0)hexane-3-carboxamide